CSC1=C(C(=O)O)C=CC=C1 2-(methyl-thio)benzoic acid